6-oxa-3-azabicyclo[3.1.1]heptane 4-methylbenzenesulfonate CC1=CC=C(C=C1)S(=O)(=O)O.C12CNCC(O1)C2